(2-fluoro-6-methoxyphenyl)-1-((2-(trimethylsilyl)ethoxy)methyl)-1H-pyrazolo[3,4-c]pyridine-3-carboxylic acid methyl ester COC(=O)C1=NN(C2=CN=CC(=C21)C2=C(C=CC=C2OC)F)COCC[Si](C)(C)C